N=1C=CN2C1C=CC(=C2)C=2C=CN1N=C(N=CC12)NC1CC2(COC2)C1 5-(imidazo[1,2-a]pyridin-6-yl)-N-(2-oxaspiro[3.3]heptan-6-yl)pyrrolo[2,1-f][1,2,4]triazin-2-amine